FC1=CC=C(OC(C(=O)NC2=CC=C(C=C2)C=2C=NC(=CC2)OC(C)C)(C)C)C=C1 2-(4-fluorophenoxy)-N-(4-(6-isopropoxypyridin-3-yl)phenyl)-2-methylpropanamide